C(#N)C[NH+]1CCCC1 1-cyanomethyl-pyrrolidinium